4-(4-propenoylpiperazin-1-yl)-7-(2-amino-7-fluorobenzo[d]thiazol-4-yl)-6-chloro-8-fluoro-2-hydroxyquinoline-3-carbonitrile C(C=C)(=O)N1CCN(CC1)C1=C(C(=NC2=C(C(=C(C=C12)Cl)C1=CC=C(C2=C1N=C(S2)N)F)F)O)C#N